2-[3-(Azetidin-3-yl)pyrrolidin-1-yl]-N-(5-cyclopentyl-1H-pyrazol-3-yl)pyrimidin-4-amine N1CC(C1)C1CN(CC1)C1=NC=CC(=N1)NC1=NNC(=C1)C1CCCC1